C(=O)(O)C1CC2=CC(=CC=C2CC1)OC1=C(C=CC=C1)C1=C(C=CC=C1)Cl 2-carboxy-7-((2'-chloro-[1,1'-biphenyl]-2-yl)oxy)-1,2,3,4-tetrahydronaphthalene